ClC1=CC=C(OCC2N(C3CC(C2C)C3)C(=O)C3=NC(=CC=C3N3N=CC=N3)C)C=C1 trans-3-[(4-Chlorophenoxy)methyl]-4-methyl-2-[6-methyl-3-(2H-1,2,3-triazol-2-yl)pyridin-2-carbonyl]-2-azabicyclo[3.1.1]heptan